FC(C(=O)O)(F)F.C1NCC12CC(C2)N2C[C@H]1C([C@H]1C2)C(=O)N(CC)CC (1r,5s,6r)-3-(2-azaspiro[3.3]heptane-6-yl)-N,N-diethyl-3-azabicyclo[3.1.0]hexane-6-carboxamide trifluoroacetate